1-Methyl-3,5-bis(2-methylbenzylidene)piperidin-4-one CN1CC(C(C(C1)=CC1=C(C=CC=C1)C)=O)=CC1=C(C=CC=C1)C